C(CCCCCCC)(=O)O.OC(=O)CCCCCCCCC capric acid (monocaprylate)